C(C)(=O)OC=1C(=NC(=CC1)C=1N=NN(C1COC1=NC(=NC(=N1)Cl)C1CCC1)C)CC 1-(6-(5-(((4-chloro-6-cyclobutyl-1,3,5-triazin-2-yl) oxy) methyl)-1-methyl-1H-1,2,3-triazol-4-yl)-2-ethylpyridin-3-yl) acetate